butyl-Hydroxyanisole C(CCC)C=1C(=C(C=CC1)OC)O